tert-butyl 3,9-diazabicyclo[4.2.1]nonane-3-carboxylate C12CN(CCC(CC1)N2)C(=O)OC(C)(C)C